(1R,2R)-2-(ethoxymethyl)cyclopropylamine, hydrochloride Cl.C(C)OC[C@H]1[C@@H](C1)N